(1R,3s,5S)-8-((4-(Difluoromethoxy)phenyl)sulfonyl)-N-(oxetan-3-ylmethyl)-8-azabicyclo[3.2.1]octan-3-amine FC(OC1=CC=C(C=C1)S(=O)(=O)N1[C@H]2CC(C[C@@H]1CC2)NCC2COC2)F